ClC=1C=CC(=C(C(=O)O)C1)NC1=C(C=NC2=CC=C(C=C12)Cl)C1=CN=CO1 5-chloro-2-[(6-chloro-3-oxazol-5-yl-4-quinolyl)amino]benzoic acid